FC1=C(C=C(C=C1)NC1=NC=CC2=CC(=C(C=C12)NC(CCCN1CCCCC1)=O)OC)C(F)(F)F N-(1-((4-fluoro-3-(trifluoromethyl)phenyl)amino)-6-methoxyisoquinolin-7-yl)-4-(piperidin-1-yl)butanamide